OCC1CN(C1)C(=O)O[C@@H]1CC[C@H](CC1)C(N(C[C@@H]1CC[C@H](CC1)C1=NC(=C(C=C1)OC)C)C1=NC=CC(=C1)C=1C=NN(C1)C(C)C)=O trans-4-((4-(1-Isopropyl-1H-pyrazol-4-yl)pyridin-2-yl)((trans-4-(5-methoxy-6-methylpyridin-2-yl)cyclohexyl) methyl)carbamoyl)cyclohexyl 3-(hydroxymethyl)azetidine-1-carboxylate